CN(C1CCN(CC1)C=1C=CC(=NC1)NC1=NC=C(C(=N1)C1=CN=C2N1C=C(C=C2)C2=CC=CC=C2)F)C N-(5-(4-(Dimethyl-amino)piperidin-1-yl)pyridin-2-yl)-5-fluoro-4-(6-phenylimidazo[1,2-a]pyridin-3-yl)pyrimidin-2-amine